3-(4-methoxy-6-methyl-1,3,5-triazin-2-ylcarbamoylsulfonyl)thiophene-2-carboxylic acid COC1=NC(=NC(=N1)C)NC(=O)S(=O)(=O)C1=C(SC=C1)C(=O)O